C(C)(C)(C)OC(=O)N1CCN(CC1)C(CC1CC1)C1=CC=C(C=C1)[C@H](C)N 4-[1-[4-[(1S)-1-aminoethyl]phenyl]-2-cyclopropyl-ethyl]piperazine-1-carboxylic acid tert-butyl ester